[N+](=O)([O-])C1=CC=C(C=N1)OC1=CC=C(N)C=C1 4-((6-nitropyridine-3-yl)oxy)aniline